CN1CCC(CC1)CNC1=C(C=C(C=C1)S(=O)(=O)NC(C1=CC=CC=C1)=O)[N+](=O)[O-] N-((4-(((1-methylpiperidin-4-yl)methyl)amino)3-nitrophenyl)sulfonyl)benzamide